CC=1NC2=CC=CC=C2C(C1)=O 2-methylquinolin-4(1H)-one